C1(=CC=C(C=C1)PCC(C)C)C p-tolyl-isobutyl-phosphine